N-[5-(1,1-dioxidoisothiazolidin-2-yl)-1h-indazol-3-yl]-2-(4-piperidin-1-ylphenyl)acetamide O=S1(N(CCC1)C=1C=C2C(=NNC2=CC1)NC(CC1=CC=C(C=C1)N1CCCCC1)=O)=O